Methyl 5-[({1-[2-fluoro-4-(trifluoromethyl) phenyl]cyclopropyl}carbonyl) amino]-2-(1-isobutyl-1H-pyrazol-4-yl)benzoate FC1=C(C=CC(=C1)C(F)(F)F)C1(CC1)C(=O)NC=1C=CC(=C(C(=O)OC)C1)C=1C=NN(C1)CC(C)C